2-[4-(2-butyl-4,6-dimethyl-1H-imidazo[4,5-c]pyridin-1-yl)phenyl]ethyl (4-methylphenyl)sulfonylcarbamate CC1=CC=C(C=C1)S(=O)(=O)NC(OCCC1=CC=C(C=C1)N1C(=NC=2C(=NC(=CC21)C)C)CCCC)=O